C(C=C)(=O)N1CCC(CC1)C1=CNC=2N=CN=C(C21)NC2=CC(=C(OCC1=NC=C(C#N)C=C1)C=C2)Cl 6-((4-((5-(1-acryloylpiperidin-4-yl)-7H-pyrrolo[2,3-d]pyrimidin-4-yl)amino)-2-chlorophenoxy)methyl)nicotinonitrile